C(CCCCCCCCCCCCC)(=O)OC[C@H](O)CO |r| 1-mono-tetradecanoyl-RAC-glycerol